NC1=C(C(=O)NC2=C(C=C(C=C2)NC(=O)C=2C(N(C(=CC2)C)C2=CC=C(C=C2)F)=O)F)C=C(C=N1)Br 2-amino-5-bromo-N-(2-fluoro-4-(1-(4-fluorophenyl)-6-methyl-2-oxo-1,2-dihydropyridine-3-carboxamido)phenyl)nicotinamide